2,7-dinitro-pyrene [N+](=O)([O-])C1=CC2=CC=C3C=C(C=C4C=CC(=C1)C2=C43)[N+](=O)[O-]